N-(2,6-difluoro-3-(5-(6-(S-methylsulfonimidoyl)pyridin-3-yl)-1H-pyrrolo[2,3-b]pyridine-3-carbonyl)phenyl)propane-1-sulfonamide FC1=C(C(=CC=C1C(=O)C1=CNC2=NC=C(C=C21)C=2C=NC(=CC2)S(=O)(=N)C)F)NS(=O)(=O)CCC